BrC=1C=C(N)C=C(C1)OC(C)C 3-bromo-5-isopropoxyaniline